OCCCNC(OCCC=1SC(=CN1)Br)=O 2-(5-bromothiazol-2-yl)ethyl N-(3-hydroxypropyl)carbamate